3-benzyl-N-(quinolin-8-yl)-4-(trimethylsilyl)butanamide C(C1=CC=CC=C1)C(CC(=O)NC=1C=CC=C2C=CC=NC12)C[Si](C)(C)C